1,1-bis(hydroxyphenyl)methane OC1=C(C=CC=C1)CC1=C(C=CC=C1)O